FC1=C(C=C(CN2N=C3C(=CC=CC3=C2)C(=O)N)C=C1)C(=O)N1CCN(CC1)C1=NC=C(C=C1)C(F)(F)F 2-(4-fluoro-3-(4-(5-(trifluoromethyl)pyridin-2-yl)piperazine-1-carbonyl)benzyl)-2H-indazole-7-carboxamide